C(C)N1C2=CC=C(C=C2C=2C=C(C=CC12)C(=O)C1=C(C=C(C=C1)OC(COC)C)C)[N+](=O)[O-] (9-ethyl-6-nitro-9H-carbazol-3-yl)(4-((1-methoxypropane-2-yl)oxy)-2-methylphenyl)methanone